Calcium ketoglutarate C(CC(=O)O)C(=O)C(=O)O